2-chloro-5-methoxy-3-methylcyclohexa-2,5-diene-1,4-dione ClC=1C(C=C(C(C1C)=O)OC)=O